[Si](C1=CC=CC=C1)(C1=CC=CC=C1)(C(C)(C)C)OCC1=C(C(=O)Cl)C=CC=C1 2-[[(tert-butyldiphenylsilyl)oxy]methyl]benzoyl chloride